4-(2-methyl-6,7-dihydropyrazolo[1,5-a]pyrimidin-4(5H)-yl)-N-(6-methyl-[2,3'-bipyridin]-6'-yl)-4-oxobutanamide CC1=NN2C(N(CCC2)C(CCC(=O)NC2=CC=C(C=N2)C2=NC(=CC=C2)C)=O)=C1